CN(CCN(C1=C(C=C(C(=C1)OC)NC1=NC=NC(=C1)N1OCC[C@@H]1C1=CC(=CC(=C1)C1=NC=NN1C)F)NC(C=C)=O)C)C (R)-N-(2-((2-(dimethylamino)ethyl)(methyl)amino)-5-((6-(3-(3-fluoro-5-(1-methyl-1H-1,2,4-triazol-5-yl)phenyl)isoxazolidin-2-yl)pyrimidin-4-yl)amino)-4-methoxyphenyl)acrylamide